2-(7-(3-(ethylamino)-3-methylbutyl)imidazo[1,2-a]pyrimidin-2-yl)-5-(2H-1,2,3-triazol-2-yl)phenol C(C)NC(CCC1=NC=2N(C=C1)C=C(N2)C2=C(C=C(C=C2)N2N=CC=N2)O)(C)C